[Na+].C(CCCCCCCCCCCCCCC(C)C)(=O)[O-] isostearic acid sodium salt